N-(2'-methoxy-[1,1'-biphenyl]-4-yl)-4-(2-methyl-6,7-dihydropyrazolo[1,5-a]pyrimidin-4(5H)-yl)-4-oxobutanamide COC1=C(C=CC=C1)C1=CC=C(C=C1)NC(CCC(=O)N1C=2N(CCC1)N=C(C2)C)=O